L-albizziine N[C@@H](CNC(=O)N)C(=O)O